methyl 2-bromo-2,2-diphenylacetate BrC(C(=O)OC)(C1=CC=CC=C1)C1=CC=CC=C1